β-(aminomethyl)-p-chlorohydrocinnamic acid NCC(CC(=O)O)C1=CC=C(C=C1)Cl